ClC1=C(C=2N=C(N=C(C2C=N1)N1C[C@@H](CCC1)NC(OC(C)(C)C)=O)OC[C@]12CCCN2C[C@@H](C1)F)F tert-Butyl ((R)-1-(7-chloro-8-fluoro-2-(((2R,7aS)-2-fluorotetrahydro-1H-pyrrolizin-7a(5H)-yl)methoxy)pyrido[4,3-d]pyrimidin-4-yl)piperidin-3-yl)carbamate